2',3',5,6-tetramethyl-6'-propoxy-[1,1'-biphenyl]-2-yl 3-chlorobenzoate ClC=1C=C(C(=O)OC2=C(C(=C(C=C2)C)C)C2=C(C(=CC=C2OCCC)C)C)C=CC1